CN1N=C(C2=CC=CC=C12)C(=O)Cl 1-methyl-1H-indazole-3-carbonyl chloride